6-Bromo-2-(1-(4-methoxybenzyl)-3-(trifluoromethyl)-1H-1,2,4-triazol-5-yl)imidazo[1,2-a]pyrimidine BrC=1C=NC=2N(C1)C=C(N2)C2=NC(=NN2CC2=CC=C(C=C2)OC)C(F)(F)F